2-{[(2S,4S)-4-({2-[(4-cyano-2-fluorophenoxy)methyl]pyrimidin-4-yl}oxy)-2-methylpiperidin-1-yl]methyl}-4-fluoro-1-{[(2S)-oxetan-2-yl]methyl}-1H-1,3-benzodiazole-6-carboxylic acid C(#N)C1=CC(=C(OCC2=NC=CC(=N2)O[C@@H]2C[C@@H](N(CC2)CC2=NC3=C(N2C[C@H]2OCC2)C=C(C=C3F)C(=O)O)C)C=C1)F